(4aR,8aS)-6-(3-(6-(2,4-Dichlorophenyl)pyridin-3-yl)azetidine-1-carbonyl)hexahydro-2H-pyrido[4,3-b][1,4]oxazin-3(4H)-one ClC1=C(C=CC(=C1)Cl)C1=CC=C(C=N1)C1CN(C1)C(=O)N1C[C@@H]2[C@@H](OCC(N2)=O)CC1